2,4,6-trichloro-5-cyclopropyl-pyrimidine ClC1=NC(=C(C(=N1)Cl)C1CC1)Cl